5-Fluoro-6-(1-(8-(2-methoxyethyl)-8-azabicyclo[3.2.1]octan-3-yl)piperidin-4-yl)-1-methyl-2-(4-(methylsulfonyl)phenyl)-1H-benzo[d]imidazol FC1=CC2=C(N(C(=N2)C2=CC=C(C=C2)S(=O)(=O)C)C)C=C1C1CCN(CC1)C1CC2CCC(C1)N2CCOC